2-butyl-N4-(4-methylphenyl)-6-phenyl-1,3,5-triazine-2,4-diamine C(CCC)C1(NC(=NC(=N1)NC1=CC=C(C=C1)C)C1=CC=CC=C1)N